OC1(CCN(CC1)C(CC(C)C1=CC=CC=C1)=O)CN1C=NC=2C(C1=O)=NN(C2C2=CC=C(CNCC(=O)NCCCCNC(C1=CC=CC=C1)=O)C=C2)C N-(4-(2-((4-(6-((4-hydroxy-1-(3-phenylbutanoyl)piperidin-4-yl)methyl)-2-methyl-7-oxo-6,7-dihydro-2H-pyrazolo[4,3-d]pyrimidin-3-yl)benzyl)amino)acetamido)butyl)benzamide